C(C)N(C(OC(C)(C)C)=O)C1=CN=C(S1)C=1C=NC=CC1 tert-butyl ethyl(2-(pyridin-3-yl)thiazol-5-yl)carbamate